OC[C@H]1CN([C@H]2CN([C@@H]12)C1=CC=C(C=N1)C=1C=2N(C=C(C1)C=1C=NN(C1)C)N=CC2C#N)CC=2C=NC(=CC2)OC 4-(6-((1S,4S,5S)-4-hydroxymethyl-2-((6-methoxypyridin-3-yl)methyl)-2,6-diazabicyclo[3.2.0]heptan-6-yl)pyridin-3-yl)-6-(1-methyl-1H-pyrazol-4-yl)pyrazolo[1,5-a]pyridine-3-carbonitrile